2,4,6-trifluoro-pyridine FC1=NC(=CC(=C1)F)F